5-hydroxy-2-(3-hydroxy-4-methoxyphenyl)-7-[(2s,3R,4s,5s,6R)-3,4,5-trihydroxy-6-[[(2R,3R,4R,5R,6s)-3,4,5-trihydroxy-6-methyloxan-2-yl]oxymethyl]oxan-2-yl]oxychromen-4-one OC1=C2C(C=C(OC2=CC(=C1)O[C@@H]1O[C@@H]([C@H]([C@@H]([C@H]1O)O)O)CO[C@@H]1O[C@H]([C@@H]([C@H]([C@H]1O)O)O)C)C1=CC(=C(C=C1)OC)O)=O